FC(C(F)(F)F)OC(C(F)(F)F)F 1,1,1,2-tetrafluoroethyl 1,2,2,2-tetrafluoroethyl ether